O=C1NC(CCC1N1C(C2=CC=CC(=C2C1=O)F)=O)=O 2-(2,6-dioxo-3-piperidinyl)-4-fluoro-1H-isoindole-1,3(2H)-dione